4-(((tert-butoxycarbonyl)(methyl)amino)methyl)benzoic acid C(C)(C)(C)OC(=O)N(C)CC1=CC=C(C(=O)O)C=C1